bis(3-methyl-4-hydroxy-5-tert-butylbenzyl)sulfide CC=1C=C(CSCC2=CC(=C(C(=C2)C(C)(C)C)O)C)C=C(C1O)C(C)(C)C